FC=1C(=C(C=NC1)C1=CC=C2C=C(N=CC2=C1)NC(=O)C1CC1)C N-(7-(5-fluoro-4-methylpyridin-3-yl)isoquinolin-3-yl)cyclopropanecarboxamide